ClC1=CC=C(C=C1)C=1C=C(C(N(N1)C=1C=NC=CC1)=O)C(=O)NCC(C(F)F)O (-)-6-(4-Chlorophenyl)-N-(3,3-difluoro-2-hydroxypropyl)-3-oxo-2-(pyridin-3-yl)-2,3-dihydropyridazine-4-carboxamide